4-Hexyl-N-[4-[(E)-3-[4-[2-hydroxyethyl(methyl)amino]phenyl]prop-2-enoyl]phenyl]benzamide C(CCCCC)C1=CC=C(C(=O)NC2=CC=C(C=C2)C(\C=C\C2=CC=C(C=C2)N(C)CCO)=O)C=C1